3-methoxy-5-(5-(piperazin-1-yl)-1H-benzo[d]imidazol-2-yl)benzene-1,2-diol COC1=C(C(=CC(=C1)C1=NC2=C(N1)C=CC(=C2)N2CCNCC2)O)O